COC(=O)C1=CC2=C(N=C(S2)N2[C@@H]3C[C@H]([C@H](C2)C3)OC(=O)C=3C(=NOC3C3CC3)C32CCC(CC3)CC2)C(=C1)F Methyl-2-[(1S,4S,5R)-5-[(3-[bicyclo[2.2.2]oct-1-yl]-5-cyclopropyl-1,2-oxazol-4-yl) carbonyloxy]-2-azabicyclo[2.2.1]heptan-2-yl]-4-fluoro-1,3-benzothiazole-6-carboxylate